C1(=CCCCC1)C1=NC=2N(C=C1)N=CC2C(=O)OCC ethyl 5-(cyclohex-1-en-1-yl)pyrazolo[1,5-a]pyrimidine-3-carboxylate